OC(CNC(CCN1C(C=2C=CC=C(CNCCNCC1)N2)(CCC(NCC(CO)O)=O)CCC(NCC(CO)O)=O)=O)CO tris(3-((2,3-dihydroxypropyl)amino)-3-oxopropyl)-3,6,9,15-tetraazabicyclo(9.3.1)pentadeca-1(15),11,13-triene